C(C)(C)(C)OC(=O)N[C@H](C(=O)OC)CCSCCC1(CC1)O (S)-methyl 2-((tert-butoxycarbonyl)amino)-4-((2-(1-hydroxycyclopropyl)ethyl)thio)butanoate